2-[4-methyl-3-[5-methyl-6-(3-methyl-1H-pyrazolo[3,4-c]pyridin-4-yl)-3-pyridyl]-2-oxo-benzimidazol-1-yl]-N-(2,2,2-trifluoroethyl)acetamide CC1=CC=CC=2N(C(N(C21)C=2C=NC(=C(C2)C)C2=C1C(=CN=C2)NN=C1C)=O)CC(=O)NCC(F)(F)F